Cl.ClCC(C1=CN=C(S1)Cl)N 2-chloro-1-(2-chlorothiazol-5-yl)ethylamine hydrochloride